ClCC1=NC=CC=C1OC 2-(chloromethyl)-3-methoxy-pyridine